2-(1H-pyrazol-1-yl)ethylamine hydrochloride Cl.N1(N=CC=C1)CCN